1,1,2,2-tetrafluoropropane FC(C(C)(F)F)F